N,N'-(hexane-1,6-diyl)bis(phosphanylcarboxamide) C(CCCCCNC(=O)P)NC(=O)P